2-Amino-6-(3-ethynylphenoxy)-9H-purine NC1=NC(=C2N=CNC2=N1)OC1=CC(=CC=C1)C#C